FC1=CC=C(CNC(C2=C(C=CC=C2)NC2=CC=NC3=CC(=CC=C23)C(F)(F)F)=O)C=C1 N-(4-fluorobenzyl)-2-[(7-trifluoromethylquinolin-4-yl)amino]Benzamide